1-(5-chloro-2-(4,4-dimethylpiperidin-1-yl)phenoxy)cyclopropanecarboxamide ClC=1C=CC(=C(OC2(CC2)C(=O)N)C1)N1CCC(CC1)(C)C